(2R,5S)-5-(aminomethyl)-2-methyl-2-(4-phenoxyphenyl)-1,4-thiazepan-3-one NC[C@H]1NC([C@](SCC1)(C1=CC=C(C=C1)OC1=CC=CC=C1)C)=O